(E)-1-({2-[4-(3-chlorophenyl)indoline-1-carbonyl]thiazol-5-yl}methyl)-2-cyano-3-(pyridin-4-yl)guanidine ClC=1C=C(C=CC1)C1=C2CCN(C2=CC=C1)C(=O)C=1SC(=CN1)CN/C(=N\C#N)/NC1=CC=NC=C1